3-((4-ethylphenyl)sulfonyl)-4-(1H-imidazol-1-yl)-6-(trifluoromethoxy)quinoline C(C)C1=CC=C(C=C1)S(=O)(=O)C=1C=NC2=CC=C(C=C2C1N1C=NC=C1)OC(F)(F)F